14-[4-[(4-[7-[trans-4-hydroxycyclohexyl]-2-[(3,3,3-trifluoropropyl)amino]pyrrolo[2,3-d]pyrimidin-5-yl]phenyl)methyl]piperazin-1-yl]-3,6,9,12-tetraoxatetradecanoic acid O[C@@H]1CC[C@H](CC1)N1C=C(C2=C1N=C(N=C2)NCCC(F)(F)F)C2=CC=C(C=C2)CN2CCN(CC2)CCOCCOCCOCCOCC(=O)O